1-(2-(3-Chloro-4-(6-(1-methylcyclopropoxy)-9-((4-methylpyridin-2-yl)methyl)-9H-purin-8-yl)phenoxy)ethyl)azetidin-3-ol ClC=1C=C(OCCN2CC(C2)O)C=CC1C=1N(C2=NC=NC(=C2N1)OC1(CC1)C)CC1=NC=CC(=C1)C